di-n-hexyl phthalate CCCCCCOC(=O)C1=CC=CC=C1C(=O)OCCCCCC